FC=1C=C(C=C(C1)F)[C@@H]1CC[C@H]2OC3(C(N21)=O)CC(C3)OC3=NC=C(C=C3)F (5'S,7a'R)-5'-(3,5-difluorophenyl)-3-[(5-fluoropyridin-2-yl)oxy]tetrahydro-3'H-spiro[cyclobutane-1,2'-pyrrolo[2,1-b][1,3]oxazol]-3'-one